CC(C(=O)OCC)C(=O)OCC diethyl 2-methylmalonate